C(#N)C1=C(C=CC2=C1C(=C(O2)C)C(=O)OCC)O ethyl 4-cyano-5-hydroxy-2-methylbenzofuran-3-carboxylate